C(C1=CC=CC=C1)NC1=C2N=CN(C2=NC(=N1)C(C)C)[C@H]1[C@@H]([C@@H]([C@H](O1)C(=O)NC([2H])([2H])[2H])O)O (2S,3S,4R,5R)-5-(6-(benzylamino)-2-isopropyl-9H-purin-9-yl)-3,4-dihydroxy-N-(methyl-d3)-tetrahydrofuran-2-carboxamide